4-(N-(3-(tert-butyl)-5-cyclopropylbenzyl)-2-(N-(2-(trifluoromethyl)benzyl)-(2,3,4,5,6-pentafluoro-phenyl)sulfonamido)acetamido)-3-methylbenzoic acid C(C)(C)(C)C=1C=C(CN(C(CN(S(=O)(=O)C2=C(C(=C(C(=C2F)F)F)F)F)CC2=C(C=CC=C2)C(F)(F)F)=O)C2=C(C=C(C(=O)O)C=C2)C)C=C(C1)C1CC1